2-bromo-4H,5H,6H,7H,8H-pyrazolo[1,5-d][1,4]diazepin-7-one BrC1=NN2CC(NCCC2=C1)=O